benzyl 3-((1,3-dioxoisoindolin-2-yl) methyl)-2-methyl-4-oxopiperidine-1-carboxylate O=C1N(C(C2=CC=CC=C12)=O)CC1C(N(CCC1=O)C(=O)OCC1=CC=CC=C1)C